4-BROMO-7-METHOXYINDOLE-3-CARBOXALDEHYDE BrC1=C2C(=CNC2=C(C=C1)OC)C=O